N(=C=O)C1C(CCCC1)CCCN=C=O 1-isocyanato-2-(3-isocyanatoprop-1-yl)cyclohexane